tartaric acid, hydrochloride salt Cl.C(C(O)C(O)C(=O)O)(=O)O